C(C)(C)(C)OC(C(CC1=CC=C(C=C1)CC(=O)O)(C)C)=O 2-(4-(3-t-butoxy-2,2-dimethyl-3-ketopropyl)phenyl)acetic acid